(6aR,9R)-7-(4-chlorobenzyl)-N,N-diethyl-4,6,6a,7,8,9-hexahydroindolo[4,3-fg]quinoline-9-carboxamide hemitartrate C(=O)(O)C(O)C(O)C(=O)O.ClC1=CC=C(CN2C[C@@H](C=C3C4=C5C(C[C@@H]23)=CNC5=CC=C4)C(=O)N(CC)CC)C=C1.ClC1=CC=C(CN4C[C@@H](C=C5C2=C3C(C[C@@H]45)=CNC3=CC=C2)C(=O)N(CC)CC)C=C1